FC(OC=1C=C2C=CC(=CC2=CC1OC(F)F)C(C(C)C)(O)C=1N=NNC1)F 1-(6,7-bis(difluoromethoxy)naphthalen-2-yl)-2-methyl-1-(1H-1,2,3-triazol-4-yl)propan-1-ol